C(C)(C)(C)[Si](O)(O)OC(C)(C)C tert-butyl-tertbutoxysilanediol